BrC1=CC=C(C=C1)C(C[Si](C)(C)C(C)(C)C)N 1-(4-bromophenyl)-2-(tert-butyldimethylsilyl)ethanamine